tert-butyl (S)-4-(7-bromo-2-chloro-8-cyclopropoxy-6-methoxyquinazolin-4-yl)-2-(cyanomethyl)piperazin-1-carboxylate BrC1=C(C=C2C(=NC(=NC2=C1OC1CC1)Cl)N1C[C@@H](N(CC1)C(=O)OC(C)(C)C)CC#N)OC